COC(=O)C1=CC(=C2C(=N1)C(NC2C2=C(C=CC=C2)Cl)=O)NC(=O)C2=NSC1=C2C=CC=C1 4-(1,2-benzothiazole-3-amidyl)-5-(2-chlorophenyl)-7-oxo-5H,6H,7H-pyrrolo[3,4-b]pyridine-2-carboxylic acid methyl ester